O=C(CCOCCOCCOCCOCCOCCOCCOCCOCCOCCOCCOCCOC)NCCCCCC(NCC(NCCC(=O)O)=O)=O 38,45,48-trioxo-2,5,8,11,14,17,20,23,26,29,32,35-dodecaoxa-39,46,49-triazadopentacontane-52-oic acid